L-4-methylphenol CC1=CC=C(C=C1)O